FC(C1=CC=C(N=N1)OC1=CC=C(C#N)C=C1)(F)F 4-((6-(trifluoromethyl)pyridazin-3-yl)oxy)benzonitrile